BrC1=C(N(N=C1)C)C=1C=C(C=CC1OCC1=CC=C(C=C1)Cl)NC(=O)NC1=CC=C(C=C1)F 1-[3-(4-Bromo-2-methyl-2H-pyrazol-3-yl)-4-(4-chloro-benzyloxy)-phenyl]-3-(4-fluoro-phenyl)-urea